(3S)-3-(4-{2-[(2,2-difluoroethyl)(isopropyl)carbamoyl]-4-fluorophenyl}-1-methyl-1H-indazol-6-yl)pyrrolidine-1-carboxylic acid tert-butyl ester C(C)(C)(C)OC(=O)N1C[C@@H](CC1)C1=CC(=C2C=NN(C2=C1)C)C1=C(C=C(C=C1)F)C(N(C(C)C)CC(F)F)=O